OC1=C(C=CC=C1)C(C(=O)C1=CC=CC=C1)=O 1-(2-hydroxyphenyl)-2-phenylethane-1,2-dione